Ethyl 2-[3-[(3-hydroxy-5-methoxycarbonyl-benzoyl)amino]-propanoylamino]-4-methyl-thiazole-5-carboxylate OC=1C=C(C(=O)NCCC(=O)NC=2SC(=C(N2)C)C(=O)OCC)C=C(C1)C(=O)OC